2-methyl-6-vinylpyridine 2,4-dihydroxypyrimidine-5-carboxylate OC1=NC=C(C(=N1)O)C(=O)O.CC1=NC(=CC=C1)C=C